ClC1=CC=C(N=N1)N 6-chloropyridazin-3-amine